N(=[N+]=[N-])CCOCCOCCOCCOC1=CC=C(C=C1)CCCC(=O)OC methyl 4-[4-(2-{2-[2-(2-azidoethoxy)ethoxy]ethoxy}ethoxy)phenyl]butanoate